BrC=1C=C2CCCN(C2=CC1C(F)F)C1=NN(C2=C1CNCC2)C 6-Bromo-7-(difluoromethyl)-1-(1-methyl-4,5,6,7-tetrahydro-1H-pyrazolo[4,3-c]pyridin-3-yl)-1,2,3,4-tetrahydroquinoline